ClC=1C=CC(=NC1)[C@H]1N(OCC1)C(=O)C1CCN(CC1)C1=NC=C(C(=N1)C(=O)N)F 2-[4-[(3S)-3-(5-chloro-2-pyridinyl)isoxazolidine-2-carbonyl]-1-piperidinyl]-5-fluoro-pyrimidine-4-carboxamide